O[C@@H](C)C=1N(C=CN1)CC=1N=C(OC1)C1=CC=C(C=C1)C#CC1=CC=C(CN2CCC(CC2)O)C=C1 (S)-1-(4-((4-(4-((2-(1-hydroxyethyl)-1H-imidazol-1-yl)methyl)oxazol-2-yl)phenyl)ethynyl)benzyl)piperidin-4-ol